(2R,3R)-3-((1-(3-chloro-4-fluorophenyl)-1H-1,2,3-triazol-4-yl)-methoxy)-2-(2,4-difluorophenyl)-1-(1H-1,2,4-triazol-1-yl)butan-2-ol ClC=1C=C(C=CC1F)N1N=NC(=C1)CO[C@@H]([C@@](CN1N=CN=C1)(O)C1=C(C=C(C=C1)F)F)C